1-[3-ethyl-4-(pyrazolo[1,5-a]pyrimidin-7-yloxy)phenyl]-3-[3-(trifluoromethyl)phenyl]-2-imidazolidinone C(C)C=1C=C(C=CC1OC1=CC=NC=2N1N=CC2)N2C(N(CC2)C2=CC(=CC=C2)C(F)(F)F)=O